(((9H-fluoren-9-ylmethoxy)carbonyl)amino)-3-((tetrahydro-2H-pyran-2-yl)oxy)butanoic acid C1=CC=CC=2C3=CC=CC=C3C(C12)COC(=O)NC(C(=O)O)C(C)OC1OCCCC1